butyl-ammonium bitartrate [O-]C(=O)C(O)C(O)C(=O)O.C(CCC)[NH3+]